C(C1=CC=CC=C1)OC([C@@H](CC1=CC=C(C=C1)C#N)OC([C@H](CC(C)(C)F)N(C)C(=O)OC(C)(C)C)=O)=O (2R)-1-(benzyloxy)-3-(4-cyanophenyl)-1-oxopropan-2-yl-(2S)-2-[[(tert-butoxy) carbonyl] (methyl) amino]-4-fluoro-4-methylvalerate